BrC=1C(=C(C2=C(C=CC=C2C1)F)N)Br dibromo-8-fluoronaphthalen-1-amine